BrN1C(C(C2=CC=CC=C12)=NN=C1SCC(N1C1=C(C=C(C=C1)C)C)=O)=O bromo-3-(2-(3-(2,4-dimethylphenyl)-4-oxothiazolidin-2-ylidene)hydrazono)-1H-indol-2-one